4-ethyl-1-methyl-2-oxo-1,2-dihydroquinoline-3-carboxylic acid ethyl ester C(C)OC(=O)C=1C(N(C2=CC=CC=C2C1CC)C)=O